FC1(CC(C1)CN1C(=NC2=C1C=CC=C2)C2CCN(CC2)C(=O)C2=CC=C1C(=NN(C1=C2)C)C2=CC(=CC=C2)F)F (4-(1-((3,3-difluorocyclobutyl)methyl)-1H-benzo[d]imidazol-2-yl)piperidin-1-yl)(3-(3-fluorophenyl)-1-methyl-1H-indazol-6-yl)methanone